tert-butyl-(((2E,6E)-11,11-difluoro-3,7-dimethylundec-2,6,10-trien-1-yl)oxy)dimethylsilane C(C)(C)(C)[Si](C)(C)OC\C=C(\CC\C=C(\CCC=C(F)F)/C)/C